C(C)(C)(C)OC(=O)N1CC(CC1)(C(F)(F)F)N 3-amino-3-(trifluoromethyl)pyrrolidine-1-carboxylic acid tert-butyl ester